Chloro(ethoxy)(methyl)phosphine ClP(C)OCC